3-(2-amino-2-oxoethyl)-N-(4-(2-(2-aminopyridin-3-yl)-5-phenyl-3H-imidazo[4,5-b]pyridin-3-yl)benzyl)benzamide NC(CC=1C=C(C(=O)NCC2=CC=C(C=C2)N2C(=NC=3C2=NC(=CC3)C3=CC=CC=C3)C=3C(=NC=CC3)N)C=CC1)=O